FC1(CN(CC[C@H]1NC1=NN2C(C(=N1)OC([2H])([2H])[2H])=C(C=C2)C=2C=CC1=C(N(N=N1)CC(F)(F)F)C2)C(C)=O)F (R)-1-(3,3-difluoro-4-((4-(methoxy-d3)-5-(1-(2,2,2-trifluoroethyl)-1H-benzo[d][1,2,3]triazol-6-yl)pyrrolo[2,1-f][1,2,4]triazin-2-yl)amino)piperidin-1-yl)ethan-1-one